C(C)(C)(C)OC(=O)N1CC(C1)C#CC=1N=NC(=CC1NC)Cl 3-((6-chloro-4-(methylamino)pyridazin-3-yl)ethynyl)azetidine-1-carboxylic acid tert-butyl ester